(R)-N4-(1-(3-bromophenyl)ethyl)-6-methoxy-N7,2-dimethyl-N7-(7-(piperidin-1-yl)heptyl)quinazoline-4,7-diamine BrC=1C=C(C=CC1)[C@@H](C)NC1=NC(=NC2=CC(=C(C=C12)OC)N(CCCCCCCN1CCCCC1)C)C